C[C@@]12[C@@H]([C@@H](C[C@@H](O1)N3C4=CC=CC=C4C5=C6C(=C7C8=CC=CC=C8N2C7=C53)CNC6=O)NC)OC The molecule is an indolocarbazole alkaloid and an organic heterooctacyclic compound. It has a role as an EC 2.7.11.13 (protein kinase C) inhibitor. It is a conjugate base of a staurosporinium.